ClC=1SC=C(N1)CC(=O)NNC 2-(2-chloro-1,3-thiazol-4-yl)-N'-methylacetohydrazide